C(C)C1N(C[C@H]2NS(C=3C(OC[C@]21C)=C(N(C3)C)C(NC3=CC(=C(C=C3)F)C)=O)(=O)=O)C(=O)[O-] (3aS,10aS)-Ethyl-8-((4-fluoro-3-methylphenyl)carbamoyl)-7,10a-dimethyl-3a,4,10,10a-tetrahydro-1H,7H-dipyrrolo[3,4-b:3',4'-f][1,4,5]oxathiazocin-2(3H)-carboxylat-5,5-dioxid